C(C)C1=C2C(=C3C=CNC3=C1)C=CN2 4-ethyl-3,6-dihydropyrrolo[3,2-e]indole